CN1N=CC(=C1)NC1=NC(=NC=C1)C1=CC=C(C=C1)N1C(CCC1)=O 1-(4-(4-((1-methyl-1H-pyrazol-4-yl)amino)pyrimidin-2-yl)phenyl)pyrrolidin-2-one